3-benzyl-2-phenyl-4-pentynoate C(C1=CC=CC=C1)C(C(C(=O)[O-])C1=CC=CC=C1)C#C